C1(=CC=CC2=CC=CC=C12)[C@@H](C)N R-1-(naphthalene-1-yl)ethylamine